3-(benzylamino)-4-nitrobenzoic acid methyl ester COC(C1=CC(=C(C=C1)[N+](=O)[O-])NCC1=CC=CC=C1)=O